CC1=CC=C(C=C1)SC2=CC=C(C=C2)C(=O)C3=CC=CC=C3 4-(p-Tolylthio)benzophenone